N(C1=CC=CC=C1)C1=C(NC2=C1C(N(C=C2)C)=O)C2=CC(=NC=C2)NC([C@@H](CC(F)F)C2=CC=C(C=C2)F)=O (2S)-N-[4-(3-Anilino-5-methyl-4-oxo-4,5-dihydro-1H-pyrrolo[3,2-c]pyridin-2-yl)pyridin-2-yl]-4,4-difluoro-2-(4-fluorophenyl)butanamid